dithiocarbamic acid amide C(N)(N)=S.C(N)(N)=S